BrC1=C2C=NN(C2=CC2=C1C(=CC2)C#C[Si](C(C)C)(C(C)C)C(C)C)C2OCCCC2 4-bromo-1-(tetrahydro-2H-pyran-2-yl)-5-((triisopropylsilyl)ethynyl)-1,7-dihydrocyclopenta[f]indazole